N,1-dimethylcyclopropanecarboxamide CNC(=O)C1(CC1)C